FC(C=1C=C(C=CC1)C1=CC(=CO1)C(=O)N)(F)F 5-(3-(trifluoromethyl)phenyl)furan-3-carboxamide